4-amino-7-fluoro-N-isobutyl-1-methyl-N-[[4-(6-methyl-3-pyridinyl)thiazol-2-yl]methyl]pyrazolo[4,3-c]quinoline-8-carboxamide NC1=NC=2C=C(C(=CC2C2=C1C=NN2C)C(=O)N(CC=2SC=C(N2)C=2C=NC(=CC2)C)CC(C)C)F